2-Amino-3-formylchromone NC=1OC2=CC=CC=C2C(C1C=O)=O